CC(=O)N[C@@H]1[C@H]([C@@H]([C@H](OC1OP(=O)(O)OP(=O)(O)OC[C@@H]2[C@H]([C@H]([C@@H](O2)N3C=CC(=O)NC3=O)O)O)C(=O)O)O)O The molecule is a UDP-amino sugar having N-acetyl-2-amino-2-deoxy-D-glucuronic acid as the sugar component. It derives from a D-glucuronic acid. It is a conjugate acid of an UDP-N-acetyl-2-amino-2-deoxy-D-glucuronate and an UDP-2-acetamido-2-deoxy-D-glucuronate(3-).